NC1=NC=CC=C1C1=NC=2C(=NC(=CC2)C2=C(C=CC=C2)Cl)N1C1=CC=C(CN2CCC(CC2)NC2=NC=CC(=N2)C#N)C=C1 2-((1-(4-(2-(2-Aminopyridin-3-yl)-5-(2-chlorophenyl)-3H-imidazo[4,5-b]pyridin-3-yl)benzyl)piperidin-4-yl)amino)pyrimidine-4-carbonitrile